O=CCC(CC1=CC=C(C(=O)OC)C=C1)CC1=CC=C(C(=O)OC)C=C1 Dimethyl 4,4'-(2-(2-oxoethyl)propane-1,3-diyl)dibenzoate